CN1CC(C1)(C)NC(=O)C=1N(C(=CN1)NC(=O)C=1C=CC=2C=C3N(C(CNC3=O)C)C2N1)C N-(2-((1,3-Dimethylazetidin-3-yl)carbamoyl)-1-methyl-1H-imidazol-5-yl)-9-methyl-6-oxo-6,7,8,9-tetrahydropyrido[3',2':4,5]pyrrolo[1,2-a]pyrazine-2-carboxamide